(S)-(4-((4-Chlorophenoxy)methyl)-7-azabicyclo[2.2.1]heptan-1-yl)(3-fluoro-phenyl)methanol ClC1=CC=C(OCC23CCC(CC2)(N3)[C@@H](O)C3=CC(=CC=C3)F)C=C1